2-(tert-butyl)-2-methyl-4-methylenetetrahydro-2H-pyran C(C)(C)(C)C1(OCCC(C1)=C)C